5-(benzhydrylamino)-1,3-dioxane-2-carboxylic acid ethyl ester C(C)OC(=O)C1OCC(CO1)NC(C1=CC=CC=C1)C1=CC=CC=C1